O1CC=CC=C1 (R)-pyran